L-isoleucine isopropyl ester C(C)(C)OC([C@@H](N)[C@@H](C)CC)=O